C(C1=CC=CC=C1)OCC(=O)N1C(OC[C@@H]1C1=CC=CC=C1)=S 2-(benzyloxy)-1-[(4S)-4-phenyl-2-sulfanylidene-1,3-oxazolidin-3-yl]ethan-1-one